O=S1(CCN(CC1)C1=NC=2N(C=C1)N=CC2C(=O)OCC)=O Ethyl 5-(1,1-dioxo-1,4-thiazinan-4-yl)pyrazolo[1,5-a]pyrimidine-3-carboxylate